N1(CCNCC1)C=1C=C(NC2C(NC(CC2)=O)=O)C=CC1 3-(3-piperazin-1-ylanilino)piperidine-2,6-dione